3-(3-azabicyclo[3.1.0]hexan-3-yl)-4-(((1-methylcyclopropyl)sulfonyl)carbamoyl)benzoic acid C12CN(CC2C1)C=1C=C(C(=O)O)C=CC1C(NS(=O)(=O)C1(CC1)C)=O